methyl-3-((4-hydroxytetrahydrofuran-3-yl)amino)-4-nitrophenolate CC1=C(C=CC(=C1NC1COCC1O)[N+](=O)[O-])[O-]